COC1=C(CN(S(=O)(=O)C2=C(C=C(C=C2F)N2CC(CCC2)(CC2CCC3=CC=C(C=C23)C(F)(F)F)N(C)C)F)C2=NC=NC=C2)C=CC(=C1)OC N-(2,4-Dimethoxybenzyl)-4-(3-(dimethylamino)-3-((6-(trifluoromethyl)-2,3-dihydro-1H-inden-1-yl)methyl)piperidin-1-yl)-2,6-difluoro-N-(pyrimidin-4-yl)benzene-sulfonamide